C(C)OC(=O)C1=CC=2C(=C3C(=CC(=NC3=C(C2)F)C(=O)OCC)C(=O)OCC)N1 5-fluoro-1H-pyrrolo[2,3-f]quinoline-2,7,9-tricarboxylic acid triethyl ester